C(C=1C(C(=O)O)=CC=CC1)(=O)NNC(=O)O N-Phthaloyl-aza-glycine